CS(=O)(=O)NC=1C=C(C(=O)N)C=CC1 3-(methylsulfonylamino)benzamide